C(=O)C1=C(C=NC=C1)OCC1=NC=C(C(=O)NS(=O)(=O)C)C=C1 6-(((4-formylpyridin-3-yl)oxy)methyl)-N-(methylsulfonyl)nicotinamide